O[C@@H](COC1=NC(=CC(=C1)C1=C(C=CC(=C1)C)C1(CN(CC1)C(=O)N)CC(F)(F)F)N1C[C@@H](OCC1)C)C 3-[2-[(2R)-2-hydroxypropoxyl-6-[(2S)-2-methylmorpholin-4-yl]pyridin-4-yl]-4-methylphenyl]-3-(2,2,2-trifluoroethyl)pyrrolidine-1-carboxamide